4-{2-cyclopropyl-6-[4-fluoro-6-({[(2R)-2-methoxypropyl]amino}methyl)-1-oxo-3H-isoindol-2-yl]pyridin-4-yl}-3-(4-methyl-1,2,4-triazol-3-yl)benzonitrile C1(CC1)C1=NC(=CC(=C1)C1=C(C=C(C#N)C=C1)C1=NN=CN1C)N1C(C2=CC(=CC(=C2C1)F)CNC[C@@H](C)OC)=O